ClC1=NC(=CC(=N1)C#N)C 2-Chloro-6-methyl-pyrimidine-4-carbonitrile